dimethylamino-1-(4-morpholinophenyl)-butane-1-one CN(C)C(C(=O)C1=CC=C(C=C1)N1CCOCC1)CC